(S)-tert-butyl-2-(1-(1-(2,6-bis(benzyloxy)pyridin-3-yl)-3-methyl-2-oxo-2,3-dihydro-1H-benzo[d]imidazol-5-yl)piperidin-4-yl)propanoate C(C)(C)(C)OC([C@@H](C)C1CCN(CC1)C1=CC2=C(N(C(N2C)=O)C=2C(=NC(=CC2)OCC2=CC=CC=C2)OCC2=CC=CC=C2)C=C1)=O